OC=1C=C(C=CC1O)CC(C(=O)O)OC(\C=C\C1=CC(=C(C=C1)O)O)=O (E)-3-(3,4-dihydroxyphenyl)-2-((3-(3,4-dihydroxyphenyl)acryloyl)oxy)propanoic acid